C([2H])C=1C(=NC=CC1)C1=CC=CC=C1 (methyl-d)(phenyl)pyridine